CC1(CCN(CC1)C=1N=C2N(C(C1C)=O)C=C(C=C2C(C)O)C)C 2-(4,4-dimethylpiperidin-1-yl)-9-(1-hydroxyethyl)-3,7-dimethyl-4H-pyrido[1,2-a]pyrimidin-4-one